C(#N)C1=NC=CC(=C1)C1=CN=C(O1)C(=O)N1[C@@H]2[C@H](CC1)[C@@H](N(C2)C(=O)OC(C)(C)C)C |r| rac-tert-butyl (3aR,4S,6aR)-1-(5-(2-cyanopyridin-4-yl)oxazole-2-carbonyl)-4-methylhexahydropyrrolo[3,4-b]-pyrrole-5(1H)-carboxylate